BrC=1C=CC=C2C(=NC=NC12)N[C@H](CN1CCN(CC1)S(=O)(=O)C1=C(N=C(S1)NC(OC)=O)C)C methyl N-[5-[4-[(2S)-2-[(8-bromoquinazolin-4-yl)amino]propyl]piperazin-1-yl]sulfonyl-4-methyl-1,3-thiazol-2-yl]carbamate